1,2,3,4,5-pentamethyl-cyclopentadiene CC1=C(C(=C(C1C)C)C)C